tert-butyl 3-(4-amino-6-(5-chloro-2-fluorophenyl)pyridazin-3-yl)azetidine-1-carboxylate NC1=C(N=NC(=C1)C1=C(C=CC(=C1)Cl)F)C1CN(C1)C(=O)OC(C)(C)C